(Z)-2-cyano-3-hydroxy-3-(1-methyl-1H-1,2,3-triazol-5-yl)-N-(4-(trifluoromethyl)phenyl)acrylamide C(#N)/C(/C(=O)NC1=CC=C(C=C1)C(F)(F)F)=C(\C1=CN=NN1C)/O